ClC1=NN2C(N=CC3=C2C(CC3C(=O)N)(C(F)(F)F)C)=C1 2-chloro-8-methyl-8-(trifluoromethyl)-7,8-dihydro-6H-cyclopenta[e]pyrazolo[1,5-a]pyrimidine-6-carboxamide